rac-(1S,2S)-1-(methoxycarbonyl)-2-vinylcyclopropane-1-carboxylic acid COC(=O)[C@@]1([C@@H](C1)C=C)C(=O)O |r|